ClC=1C(=NC(=NC1)NC1=CC(=C(C=C1)N1CCC(CC1)N1CCN(CC1)C)Cl)C1=CC=CC2=CC=CC=C12 5-chloro-N-(3-chloro-4-(4-(4-methylpiperazin-1-yl)piperidin-1-yl)phenyl)-4-(naphthalen-1-yl)pyrimidin-2-amine